methyl 2-((2-(3-((tert-butoxycarbonyl)(6-methoxy-3-nitropyridin-2-yl)-amino)prop-1-yn-1-yl)-4-fluorophenyl)amino)-4-fluoro-5-(trifluoromethyl)benzoate C(C)(C)(C)OC(=O)N(CC#CC1=C(C=CC(=C1)F)NC1=C(C(=O)OC)C=C(C(=C1)F)C(F)(F)F)C1=NC(=CC=C1[N+](=O)[O-])OC